COCCN1C[C@H]([C@@H](C1)C1=CC=CC=C1)NC(=O)NC1=CC(=NN1C1=CC=CC=C1)COC 1-((3S,4R)-1-(2-methoxyethyl)-4-phenylpyrrolidin-3-yl)-3-(3-(methoxymethyl)-1-phenyl-1H-pyrazol-5-yl)urea